1-((3S,4R)-4-(3,5-difluorophenyl)-1-(2-methoxyethyl)pyrrolidin-3-yl)-3-(5,5-dioxido-2-phenyl-4,6-dihydro-2H-thieno[3,4-c]pyrazol-3-yl)urea FC=1C=C(C=C(C1)F)[C@H]1[C@@H](CN(C1)CCOC)NC(=O)NC1=C2C(=NN1C1=CC=CC=C1)CS(C2)(=O)=O